C\C(=C/CCC1=CC=NC=C1)\CCC=C(C)C 4-[(3E)-4,8-dimethylnona-3,7-dienyl]pyridine